5'-methoxy-6-methyl-[4,4'-bipyridine]-3-formamide COC=1C(=CC=NC1)C1=C(C=NC(=C1)C)C(=O)N